1-heneicosanoyl-2-docosanoyl-glycero-3-phosphoserine C(CCCCCCCCCCCCCCCCCCCC)(=O)OCC(OC(CCCCCCCCCCCCCCCCCCCCC)=O)COP(=O)(O)OC[C@H](N)C(=O)O